CC1(OC[C@H](O1)C=1C=C(C=CC1)[C@](C(=O)OCC1=CC=CC=C1)(CCCC(CS(=O)(=O)CCO)(C)C)C)C Benzyl (R)-2-(3-((R)-2,2-dimethyl-1,3-dioxolan-4-yl)phenyl)-7-((2-hydroxyethyl)sulfonyl)-2,6,6-trimethylheptanoate